N1=CC(=CC=C1)NC1=NC=CN=C1 N-(pyridin-3-yl)pyrazin-2-amine